8-(2-(pyridin-4-yl)pyrido[3,4-d]pyrimidin-4-yl)-2,8-diazaspiro[4.5]decane-2-carboxylic acid tert-butyl ester C(C)(C)(C)OC(=O)N1CC2(CC1)CCN(CC2)C=2C1=C(N=C(N2)C2=CC=NC=C2)C=NC=C1